C1(CC1)C1=NC(=CC=C1)C=1N=NN(C1COC(N(CCC)C)=O)C 2-cyclopropyl-6-(1-methyl-5-(((methyl(propyl)carbamoyl)oxy)methyl)-1H-1,2,3-triazol-4-yl)pyridine